BrC1=C(C(=CC(=C1)C(C(F)(F)F)(C(F)(F)F)F)C(F)(F)F)NC(C1=C(C(=CC=C1)N1OC(C2=C(C1=O)C=CC=C2)=O)F)=O N-(2-bromo-4-(perfluoropropan-2-yl)-6-(trifluoromethyl)phenyl)-2-fluoro-3-(1,4-dioxo-1,4-dihydro-3H-benzo[d][1,2]oxazin-3-yl)benzamide